N-(3-aminopropyl)-2-ethyl-4-[[3-[1-prop-2-enyl-3-(trifluoromethyl)pyrazol-4-yl]imidazo[1,2-a]pyrazin-8-yl]amino]benzamide NCCCNC(C1=C(C=C(C=C1)NC=1C=2N(C=CN1)C(=CN2)C=2C(=NN(C2)CC=C)C(F)(F)F)CC)=O